3-(dimethylamino)-1,8-dimethoxy-9-(naphthalen-1-yl)-10-phenylacridine bromide [Br-].CN(C=1C=C(C=2C(C3=C(C=CC=C3N(C2C1)C1=CC=CC=C1)OC)C1=CC=CC2=CC=CC=C12)OC)C